5-[1-(5-amino-2-pyridyl)-3-(trifluoromethyl)pyrazol-4-yl]-N-[3-chloro-4-[4-[(3S)-morpholine-3-carbonyl]piperazine-1-carbonyl]phenyl]-1-methyl-imidazole-2-carboxamide NC=1C=CC(=NC1)N1N=C(C(=C1)C1=CN=C(N1C)C(=O)NC1=CC(=C(C=C1)C(=O)N1CCN(CC1)C(=O)[C@H]1NCCOC1)Cl)C(F)(F)F